ClC1=C(C(=CC=C1)Cl)C=1C(N=CN2N=C(C=CC21)OC2=C(C=C(C=C2)F)C)=O 5-(2,6-dichlorophenyl)-2-(4-fluoro-2-methylphenoxy)-6H-pyrimido[1,6-b]pyridazin-6-one